6-bromo-N-ethyl-5-(4-((3-ethyl-2,4-dioxo-1,2,3,4-tetrahydroquinazolin-7-yl)methyl)piperazin-1-yl)picolinamide BrC1=C(C=CC(=N1)C(=O)NCC)N1CCN(CC1)CC1=CC=C2C(N(C(NC2=C1)=O)CC)=O